BrC1=C(SC2=C1OC(=C(C2=O)C)C2=CC=C(C=C2)O)C 3-bromo-5-(4-hydroxyphenyl)-2,6-dimethyl-7H-thieno[3,2-b]pyran-7-one